(R)-4-(5-(2,6-difluorophenyl)-3-methyl-1,6-dihydrobenzo[d]pyrazolo[3,4-f][1,3]diazepin-9-yl)-2-methylmorpholine FC1=C(C(=CC=C1)F)C1=NC2=C(C3=C(N1)C=CC(=C3)N3C[C@H](OCC3)C)NN=C2C